1-(5-(7-chloro-2-(1-methyl-1H-imidazol-2-yl)-1,6-naphthyridin-3-yl)-4-methylpyridin-2-yl)propan-1-one ClC1=NC=C2C=C(C(=NC2=C1)C=1N(C=CN1)C)C=1C(=CC(=NC1)C(CC)=O)C